C[Si](CCOC(C1=C(C=C(C=C1Cl)CCC(=O)NC1=NC(=CN=C1)N1C[C@@H](CCC1)OC1=C(C=CC=C1)OCC)Cl)=O)(C)C.C(CCC)OC1C(C(CC2=CC=CC=C12)CCC)C 1-butoxy-2-methyl-3-propyl-Tetralin 2-(Trimethylsilyl)ethyl-(R)-2,6-dichloro-4-(3-((6-(3-(2-ethoxyphenoxy)piperidin-1-yl)pyrazine-2-yl)amino)-3-oxopropyl)benzoate